(1R,3R)-1-[4-[2-[3-(fluoromethyl)azetidin-1-yl]ethoxy]phenyl]-3-methyl-2-vinylsulfonyl-1,3,4,9-tetrahydropyrido[3,4-b]indole FCC1CN(C1)CCOC1=CC=C(C=C1)[C@H]1N([C@@H](CC2=C1NC1=CC=CC=C21)C)S(=O)(=O)C=C